behenyl dotriacontanoate C(CCCCCCCCCCCCCCCCCCCCCCCCCCCCCCC)(=O)OCCCCCCCCCCCCCCCCCCCCCC